FC1=C(C=CC(=C1)OC1=CC(=C(C=C1)F)C)NC(OCC=1C(=C2C(N(CC2=CC1)C1C(NC(CC1)=O)=O)=O)OC)=O [2-(2,6-dioxopiperidin-3-yl)-4-methoxy-3-oxo-2,3-dihydro-1H-isoindol-5-yl]methyl N-[2-fluoro-4-(4-fluoro-3-methylphenoxy)phenyl]carbamate